N(=[N+]=[N-])CC1=C2C=CNC2=CC(=C1OC1=CC(=C(C=C1)F)C=1NC(=CN1)C(C)(CCCCC#C)C1=CC(=CC=C1)I)F 4-(Azidomethyl)-6-fluoro-5-(4-fluoro-3-(5-(2-(3-iodophenyl)oct-7-yn-2-yl)-1H-imidazol-2-yl)phenoxy)-1H-indole